ICC1C(C)O1 2,3-epoxy-4-iodobutane